(1R,3S)-3-(3-{[(4-methoxyphenyl)acetyl]amino}-1H-pyrazol-5-yl)cyclopentyl [(2ξ)-2-hydroxybutyl]carbamate OC(CNC(O[C@H]1C[C@H](CC1)C1=CC(=NN1)NC(CC1=CC=C(C=C1)OC)=O)=O)CC